C(C1=CC=CC=C1)OC1=CC=C2C(=CC(OC2=C1I)=O)OC1=C(C=CC(=C1)OCC1=CC=CC=C1)Br 7-(Benzyloxy)-4-(5-(benzyloxy)-2-bromophenoxy)-8-iodo-2H-chromen-2-one